1-bromo-8-chloro-N-(3-cyanooxetan-3-yl)-3-(5-(difluoromethyl)-1,3,4-thiadiazol-2-yl)-N-(3,4-dimethylbenzyl)imidazo[1,5-a]pyridine-6-sulfonamide BrC=1N=C(N2C1C(=CC(=C2)S(=O)(=O)N(CC2=CC(=C(C=C2)C)C)C2(COC2)C#N)Cl)C=2SC(=NN2)C(F)F